tert-butyl (S)-(2-((6,7-dichloro-8-methoxy-1-methyl-1,3-dihydro-2H-pyrrolo[3,4-c]quinolin-2-yl)sulfonyl)ethyl)carbamate ClC1=C(C(=CC=2C3=C(C=NC12)CN([C@H]3C)S(=O)(=O)CCNC(OC(C)(C)C)=O)OC)Cl